((cis)-3-(methoxymethyl)tetrahydro-1H-pyrrolizin-7a(5H)-yl)methanol COC[C@@H]1CC[C@]2(CCCN12)CO